7-bromobenzo[D]oxazol BrC1=CC=CC=2N=COC21